6-Chloro-3-(((R)-1-(4-methyl-6-((S)-4-(naphthalen-1-ylmethyl)-2-oxooxazolidin-3-yl)pyridin-2-yl)ethyl)amino)picolinic acid ClC1=CC=C(C(=N1)C(=O)O)N[C@H](C)C1=NC(=CC(=C1)C)N1C(OC[C@@H]1CC1=CC=CC2=CC=CC=C12)=O